2-methylpropane-2-yl 4-(2-{4-[2-(2,6-dioxopyridin-3-yl)-1,3-dioxo-2,3-dihydro-1H-isoindol-5-yl]piperazin-1-yl}ethyl)piperidine-1-carboxylate O=C1NC(C=CC1N1C(C2=CC=C(C=C2C1=O)N1CCN(CC1)CCC1CCN(CC1)C(=O)OC(C)(C)C)=O)=O